O1C=C(C2=C1C=CC=C2)CC(NS(=O)(=O)CC2=CC(=CC(=C2)N2CCOCC2)F)B(O)O 2-(benzofuran-3-yl)-1-(((3-fluoro-5-morpholinophenyl)methyl)sulphonamido)ethylboronic acid